2-((3-fluoro-1-(methylsulfonyl)piperidin-4-yl)amino)-4-((2-hydroxy-2-methylcyclopentyl)oxy)pyrimidine-5-carbonitrile FC1CN(CCC1NC1=NC=C(C(=N1)OC1C(CCC1)(C)O)C#N)S(=O)(=O)C